C1(=CC=CC=C1)N(C(O)=O)C1=NC2=C(N1)C=CC(=C2)C2=NNC(C1=CC=CC(=C21)F)=O.C2=C(C=CC1=CC=CC=C21)C2=NC1=CC=CC=C1C=N2 (naphthalene-2-yl)quinazoline Phenyl-(5-(8-fluoro-4-oxo-3,4-dihydrophthalazin-1-yl)-1H-benzimidazol-2-yl)carbamate